C(C)N(CC(=O)NC1=C(C=CC=C1C)C)CC 2-(diethyl-amino)-N-(2,6-dimethylphenyl)-acetamide